[PH2](OC(C1=C(C(=C(C=C1C)C)C1=CC=CC=C1)C)=O)=O.[Li] Lithium phenyl-(2,4,6-Trimethylbenzoyl) phosphinate